ClC1=C(C(=C(C=C1OC)OC)F)C1=CC2=C(N=C(N=C2)N[C@@H]2COCC[C@@H]2NC(C=C)=O)C=N1 N-((3S,4S)-3-((6-(2-chloro-6-fluoro-3,5-dimethoxyphenyl)pyrido[3,4-d]pyrimidin-2-yl)amino)tetrahydro-2H-pyran-4-yl)acrylamide